CC1=CC=C(N=N1)OC=1C=CC=2N(C1)N=CC2C=2SC(=C(N2)C=2C=NN(C2)CC(F)(F)F)C(C)O 1-[2-[6-(6-methylpyridazin-3-yl)oxypyrazolo[1,5-a]pyridin-3-yl]-4-[1-(2,2,2-trifluoroethyl)pyrazol-4-yl]-1,3-thiazol-5-yl]ethanol